OC1CCN(CC1)C1=NC=C(C=C1NC(=O)C=1OC(=CC1)C1=CC=NC=C1)C(F)(F)F N-(2-(4-hydroxypiperidin-1-yl)-5-(trifluoromethyl)pyridin-3-yl)-5-(pyridine-4-yl)furan-2-carboxamide